FC1=CC(=C(C=C1C)NC=1OC=C(N1)C(=O)NS(=O)(=O)N1CCO[C@@H](CC1)COCCOC)C (S)-2-((4-fluoro-2,5-dimethylphenyl)amino)-N-((7-((2-methoxyethoxy)methyl)-1,4-oxaazepan-4-yl)sulfonyl)oxazole-4-carboxamide